ClC1=C(C(=O)N2C=C(C=3C2=NC=C(C3)C=3C=NC(=CC3)N3CCC(CC3)=O)C(C3=C(C(=CC=C3F)NS(N(C)CC)(=O)=O)F)=O)C(=CC=C1)Cl 1-(2,6-dichlorobenzoyl)-3-[3-[[ethyl(methyl)sulfamoyl]amino]-2,6-difluoro-benzoyl]-5-[6-(4-oxo-1-piperidyl)-3-pyridyl]pyrrolo[2,3-b]pyridine